ethyl 2-formyl-1-((2-(trimethylsilyl) ethoxy) methyl)-1H-imidazole-4-carboxylate C(=O)C=1N(C=C(N1)C(=O)OCC)COCC[Si](C)(C)C